ClC1=C(C=2N(C=C1)N=CN2)NC2=C(C(=CC=C2C)OC)C 7-chloro-N-(3-methoxy-2,6-dimethylphenyl)-[1,2,4]triazolo[1,5-a]pyridin-8-amine